titanium bis-(α-hydroxyacetate) mono-lactate C(C(O)C)(=O)[O-].OCC(=O)[O-].OCC(=O)[O-].[Ti+3]